ClC=1C=C(OCSCC2=NNC(O2)=O)C=CC1Cl 5-[(3,4-Dichlorophenoxymethylthio)methyl]-1,3,4-oxadiazol-2(3H)-one